7-(1,4-diazepan-1-yl)-2-(2-methyl-1,3-benzothiazol-5-yl)-4H-pyrido[1,2-a]pyrimidin-4-one N1(CCNCCC1)C=1C=CC=2N(C(C=C(N2)C=2C=CC3=C(N=C(S3)C)C2)=O)C1